C(C)(=O)N1N([C@H](CCC1)C(=O)OCC1=CC=CC=C1)CCC1=CC(=CC(=C1)C[C@@H](C(=O)OC)NC(=O)OCC[Si](C)(C)C)Br benzyl (R)-1-acetyl-2-(3-bromo-5-((S)-3-methoxy-3-oxo-2-(((2-(trimethylsilyl)ethoxy)carbonyl)amino)propyl)phenethyl)hexahydropyridazine-3-carboxylate